N-((2-aminocyclopropyl)methyl)-4-((3-(1-cyclobutyl-3-(trifluoromethyl)-1H-pyrazol-4-yl)imidazo[1,2-a]pyrazin-8-yl)amino)-2-ethylbenzamide formate C(=O)O.NC1C(C1)CNC(C1=C(C=C(C=C1)NC=1C=2N(C=CN1)C(=CN2)C=2C(=NN(C2)C2CCC2)C(F)(F)F)CC)=O